N-ethyl-4-nitro-phthalimide C(C)N1C(C=2C(C1=O)=CC(=CC2)[N+](=O)[O-])=O